NC1=C(C=NC(=C1)NC(C)=O)C1=NC=C(C=C1)C(C)(C)O N-(4'-amino-5-(2-hydroxypropan-2-yl)-[2,3'-bipyridine]-6'-yl)acetamide